tert-butyl ((S)-1-(((3S,4S)-4-(3-chlorophenyl)-1-(imidazo[1,5-a]pyridine-8-carbonyl)piperidin-3-yl)amino)-3-methyl-1-oxobutan-2-yl)carbamate ClC=1C=C(C=CC1)[C@H]1[C@@H](CN(CC1)C(=O)C=1C=2N(C=CC1)C=NC2)NC([C@H](C(C)C)NC(OC(C)(C)C)=O)=O